8-(2-chloro-4-methoxyphenyl)-2-({5-fluoro-1H-imidazo[4,5-b]pyridin-2-yl}methyl)-1,2,3,4-tetrahydroisoquinoline ClC1=C(C=CC(=C1)OC)C=1C=CC=C2CCN(CC12)CC=1NC=2C(=NC(=CC2)F)N1